C(=O)(O)CC(C(=O)N[C@@H](CCC(=O)O)C(=O)O)(O)CC(=O)O N-[3-Carboxy-2-(carboxymethyl)-2-hydroxypropanoyl]glutamic acid